N[C@H](CC1=CC=C(C=C1)O)C(=O)O R-tyrosine